Cl.C(CCC)[C@]1(CS(C2=C([C@@H](N1)C1=CC=CC=C1)C=CC(=C2)OC(C)C)(=O)=O)CC |r| (±)-Trans-3-butyl-3-ethyl-2,3,4,5-tetrahydro-8-isopropoxy-5-phenyl-1,4-benzothiazepine 1,1-dioxide hydrochloride